ClC1=C(C#N)C=CC(=C1)N1CC2(CC1)CCN(CC2)C(C2=CC=C(C=C2)N2CCN(CC2)CC2CN(C2)C=2C=C1C(N(C(C1=CC2F)=O)C2C(NC(CC2)=O)=O)=O)=O 2-chloro-4-(8-(4-(4-((1-(2-(2,6-dioxopiperidin-3-yl)-6-fluoro-1,3-dioxoisoindolin-5-yl)azetidin-3-yl)methyl)piperazin-1-yl)benzoyl)-2,8-diazaspiro[4.5]decan-2-yl)benzonitrile